4-Amino-7-(1'-ethyl-2',3',5'-O-tribenzyl-α,β-D-ribofuranosyl)pyrrolo[2,1-f][1,2,4]triazine NC1=NC=NN2C1=CC=C2C2[C@](O)([C@](O)([C@H](O2)COCC2=CC=CC=C2)CC2(CC=CC=C2)CC)CC2=CC=CC=C2